C(C)(C)(C)OC(NC1C(N(C(C(C1)C1=CC=CC=C1)C)CC=O)=O)=O N-[6-methyl-2-oxo-1-(2-oxoethyl)-5-phenyl-3-piperidinyl]carbamic acid tert-butyl ester